C(C)(C)(C)OC(=O)N1CC2(CCC(C1)N2)CC(C)(C)O (2-hydroxy-2-methyl-propyl)-3,8-diazabicyclo[3.2.1]octane-3-carboxylic acid tert-butyl ester